COC=1C(=CC2=CN(N=C2C1)C1CCOCC1)C(=O)NC1=NC=CC=C1 6-methoxy-N-(pyridin-2-yl)-2-(tetrahydro-2H-pyran-4-yl)-2H-indazole-5-carboxamide